eicosanyl behenate C(CCCCCCCCCCCCCCCCCCCCC)(=O)OCCCCCCCCCCCCCCCCCCCC